C1(CCCC1)OC=1C=C(C=CC1)C1=NN(C(=C1CC1=CC=C(C=C1)S(N)(=O)=O)CC1CC1)C=1SC=C(N1)C(=O)O 2-(3-(3-(cyclopentyloxy)phenyl)-5-(cyclopropylmethyl)-4-(4-sulfamoylbenzyl)-1H-pyrazol-1-yl)thiazole-4-carboxylic acid